5-amino-N-ethyl-3,4-dihydroquinoline-1(2H)-sulphonamide NC1=C2CCCN(C2=CC=C1)S(=O)(=O)NCC